N,N-di(methacryloyl)amine C(C(=C)C)(=O)NC(C(=C)C)=O